C[S@@](=O)C1=CC=CC=C1 The molecule is a (methylsulfinyl)benzene that has R configuration at the chiral sulfur. It is an enantiomer of a (S)-methyl phenyl sulfoxide.